3-((4-(pyrrolidin-1-yl)phenyl)amino)-4-((pyridin-2-ylmethyl)amino)cyclobut-3-ene-1,2-dione N1(CCCC1)C1=CC=C(C=C1)NC=1C(C(C1NCC1=NC=CC=C1)=O)=O